3-isopropoxy-N-(3-methyl-4-((2-morpholinopyrimidin-5-yl)oxy)phenyl)cyclobutane-1-carboxamide C(C)(C)OC1CC(C1)C(=O)NC1=CC(=C(C=C1)OC=1C=NC(=NC1)N1CCOCC1)C